C(C)N(S(=O)(=O)NC=1C(=C(C(=O)C2=CNC=3C=CC(=NC32)B3OC(C(O3)(C)C)(C)C)C(=CC1)F)F)C 3-[3-[[ethyl(methyl)sulfamoyl]amino]-2,6-difluoro-benzoyl]-5-(4,4,5,5-tetramethyl-1,3,2-dioxaborolan-2-yl)-1H-pyrrolo[2,3]pyridine